8-(1,1':4',1''-terphenyl-3-yl)-4-[8-(9-phenyl-9H-carbazol-3-yl)-1-dibenzofuranyl]-[1]benzofuro[3,2-d]pyrimidine C1(=CC(=CC=C1)C=1C=CC2=C(C1)C=1N=CN=C(C1O2)C2=CC=CC=1OC3=C(C12)C=C(C=C3)C=3C=CC=1N(C2=CC=CC=C2C1C3)C3=CC=CC=C3)C3=CC=C(C=C3)C3=CC=CC=C3